N-acetyl-S-(3-carboxy-1-methylpropyl)-L-cysteine C(C)(=O)N[C@@H](CSC(CCC(=O)O)C)C(=O)O